CC=1C(=NC(=NC1)N[C@@H]1COCC1)N1C=NC(=C1)C(=O)NCC1=CC(=CC=C1)C(C)(C)C (S)-1-(5-methyl-2-((tetrahydrofuran-3-yl)amino)pyrimidin-4-yl)-N-(3-tert-butylbenzyl)-1H-imidazole-4-amide